C(C(=C)C)(=O)OCCC[Si](CC)(CC)OCC methacryloxypropylethoxydiethylsilane